Br.NC1=C2C(=NC=N1)N(N=C2C=2C=NC=C(C2)O)[C@@H](C)C=2OC(C1=CC=CC=C1C2C2=CC(=CC=C2)CN2CCN(CC2)C)=O (S)-3-(1-(4-Amino-3-(5-hydroxypyridin-3-yl)-1H-pyrazolo[3,4-d]pyrimidin-1-yl)ethyl)-4-(3-((4-methylpiperazin-1-yl)methyl)phenyl)-1H-isochromen-1-on Hydrobromid